5-bromo-N-pyrimidin-4-yl-6-[rac-(1S,2S,4S)-2-(dimethyl-amino)-4-[3-(trifluoromethyl)-phenyl]cyclohexoxy]pyridine-3-sulfonamide formate salt C(=O)O.BrC=1C=C(C=NC1O[C@@H]1[C@H](C[C@H](CC1)C1=CC(=CC=C1)C(F)(F)F)N(C)C)S(=O)(=O)NC1=NC=NC=C1 |r|